2-(5-hydroxypentyl)-6-methylnicotinic acid tert-butyl ester C(C)(C)(C)OC(C1=C(N=C(C=C1)C)CCCCCO)=O